tert-butyl-(4-(2,2-dibromovinyl)-2-methoxyphenoxy)dimethylsilane 2-Formyl-2-methylpiperidine-1-carboxylate C(=O)C1(N(CCCC1)C(=O)O)C.C(C)(C)(C)[Si](C)(C)OC1=C(C=C(C=C1)C=C(Br)Br)OC